C1(CCC1)NC(=O)C1=CC2=C(N=C(S2)O[C@H]2CNCC2)S1 (R)-N-cyclobutyl-2-(pyrrolidin-3-yloxy)thieno[2,3-d]thiazole-5-carboxamide